OCC[N+](C)(C)C.P([O-])(=O)(OP(=O)([O-])[O-])OC[C@@H]1[C@H]([C@H]([C@@H](O1)N1C(=O)N=C(N)C=C1)O)O.OCC[N+](C)(C)C.OCC[N+](C)(C)C Cytidine 5'-diphosphate choline